N1C(CCC2=CC=CC=C12)C1=C(C=CC=C1)S(=O)(=O)N 2-(1,2,3,4-tetrahydroquinoline-2-yl)benzenesulfonamide